C(=O)=C(CCCC(=O)O)C=1C=NC=CC1 5-carbonyl-5-(pyridine-3-yl)pentanoic acid